9,9-bis[4-(4-aminophenoxy)phenyl]xanthene NC1=CC=C(OC2=CC=C(C=C2)C2(C3=CC=CC=C3OC=3C=CC=CC23)C2=CC=C(C=C2)OC2=CC=C(C=C2)N)C=C1